(2RS)-2-(6,7-dihydro-5H-pyrrolo[1,2-c]imidazol-1-yl)-2-[6-[4-[3-[(dimethylamino)methyl]-1-bicyclo[1.1.1]pentanyl]phenyl]-4-fluoro-1-oxo-isoindolin-2-yl]-N-thiazol-2-yl-acetamide C1(=C2N(C=N1)CCC2)[C@H](C(=O)NC=2SC=CN2)N2C(C1=CC(=CC(=C1C2)F)C2=CC=C(C=C2)C21CC(C2)(C1)CN(C)C)=O |r|